C(CCCCCCCCCCCCCCCCC)(=O)N(CCOP(=O)(O)O)C(CCCCCCCCCCCCCCCCC)=O Distearoyl-phosphoethanolamine